5-bromobenzo[d]isoxazole BrC=1C=CC2=C(C=NO2)C1